((4-cyano)phenyl)glycine C(#N)C1=CC=C(C=C1)NCC(=O)O